FC=1C=C2C(=C(NC2=CC1)C(=O)OCC(C)C)C=1N=NN(C1)CC1CCN(CC1)CC1=CC(=C(C=C1)C1=C(C=CC=C1)COC)C(C)C Isobutyl 5-fluoro-3-(1-((1-((2-isopropyl-2'-(methoxymethyl)-[1,1'-biphenyl]-4-yl)methyl)piperidin-4-yl)methyl)-1H-1,2,3-triazol-4-yl)-1H-indol-2-carboxylat